N[C@H](C)C1=NC(=NN1C1=CC=C(C=N1)C#N)C(F)F |r| racemic-6-[5-(1-aminoethyl)-3-(difluoromethyl)-1,2,4-triazol-1-yl]pyridine-3-carbonitrile